N1N=CC2=CC=C(C=C12)[C@]1(CC12CC2)C#N |r| (R and S)-(1-(1H-indazol-6-yl)spiro[2.2]pentane-1-carbonitrile)